C1(=CC=CC=C1)P(=C1C(NC(CC1)=O)=O)(C1=CC=CC=C1)C1=CC=CC=C1 3-(triphenyl-λ5-phosphanylidene)piperidine-2,6-dione